(1S,2S,4R,5R,6S,7S)-7-(2-fluoropyridin-4-yl)-N-[3-(trifluoromethyl)phenyl]-8-oxatricyclo[3.2.1.02,4]octane-6-carboxamide FC1=NC=CC(=C1)[C@@H]1[C@@H]([C@H]2[C@@H]3C[C@@H]3[C@@H]1O2)C(=O)NC2=CC(=CC=C2)C(F)(F)F